3-methyl-5-nitroBenzenesulfonamide dibromide [Br-].[Br-].CC=1C=C(C=C(C1)[N+](=O)[O-])S(=O)(=O)N